ClC=1C(=NC(=NC1)F)NC1=CC2=C(N(C(N2CCC(C)(C)O)=O)C([2H])([2H])[2H])C=C1 5-[(5-chloro-2-fluoro-pyrimidin-4-yl)amino]-3-(3-hydroxy-3-methyl-butyl)-1-(trideuteriomethyl)benzimidazol-2-one